4-[8-(2,6-difluorophenyl)-3,4,7,9,12-pentazatricyclo[8.4.0.02,6]tetradeca-1(10),2(6),4,7,11,13-hexaen-13-yl]morpholine FC1=C(C(=CC=C1)F)C1=NC=2C=NNC2C=2C=C(N=CC2N1)N1CCOCC1